1'-(3-((4-(decyloxy)phenyl)sulfonyl)-6-(methylsulfinyl)quinolin-4-yl)-[1,4'-bipiperidin]-3-ol C(CCCCCCCCC)OC1=CC=C(C=C1)S(=O)(=O)C=1C=NC2=CC=C(C=C2C1N1CCC(CC1)N1CC(CCC1)O)S(=O)C